C1(=CC=CC=C1)C1(CC=CC=2N=C3C=CC=CC3=NC12)C1=CC=CC=C1 9,9-diphenylphenazine